4-cyclopropyl-2-[(4,4-difluoro-3-methyl-1-piperidinyl)methyl]-6-[3-[3-[(4-methyl-1,2,4-triazol-3-yl)methyl]oxetane-3-yl]phenyl]-1-(p-tolylsulfonyl)pyrrolo[2,3-c]pyridin-7-one C1(CC1)C=1C2=C(C(N(C1)C1=CC(=CC=C1)C1(COC1)CC1=NN=CN1C)=O)N(C(=C2)CN2CC(C(CC2)(F)F)C)S(=O)(=O)C2=CC=C(C=C2)C